5,6-difluoro-4-[6-(3-hydroxy-3-methyl-but-1-ynyl)-3,5-dihydro-2H-4,1-benzoxazepin-1-yl]-1H-quinazolin-2-one FC1=C2C(=NC(NC2=CC=C1F)=O)N1CCOCC2=C1C=CC=C2C#CC(C)(C)O